C(#N)C=1N(C=CN1)[C@@]1(C[C@H](N(C1)C(=O)OC(C)(C)C)C(=O)OC)C(=O)OC 1-t-butyl 2,4-dimethyl (2S,4R)-4-(2-cyanoimidazol-1-yl)pyrrolidine-1,2,4-tricarboxylate